1-(3-(((4,4-bis(octyloxy)butanoyl)oxy)methyl)-5-(hydroxymethyl)benzyl) 7-(2-hexyldecyl) heptanedioate C(CCCCCC(=O)OCC(CCCCCCCC)CCCCCC)(=O)OCC1=CC(=CC(=C1)CO)COC(CCC(OCCCCCCCC)OCCCCCCCC)=O